O=S1(CCC(CC1)C(=O)O)=O 1,1-Dioxothiacyclohexane-4-carboxylic acid